NC1=CC=C(C=C1)C1CCN(CC1)C=1C=C2CCN(CC2=CC1)C(=O)OC(C)(C)C tert-butyl 6-[4-(4-aminophenyl)-1-piperidyl]-3,4-dihydro-1H-isoquinoline-2-carboxylate